4'-chloro-N-(4-(4,4-difluoropiperidin-1-yl)-6-methylpyrimidin-2-yl)-5-nitro-[1,1'-biphenyl]-2-carboxamide ClC1=CC=C(C=C1)C=1C(=CC=C(C1)[N+](=O)[O-])C(=O)NC1=NC(=CC(=N1)N1CCC(CC1)(F)F)C